(S)-N-(5-cyano-6-(2H-1,2,3-triazol-2-yl)pyridin-3-yl)-2-fluoro-8-methyl-8-(trifluoromethyl)-7,8-dihydro-6H-pyrazolo[1,5-a]pyrrolo[2,3-e]pyrimidine-6-carboxamide C(#N)C=1C=C(C=NC1N1N=CC=N1)NC(=O)N1C[C@@](C2=C1C=NC=1N2N=C(C1)F)(C(F)(F)F)C